tridecanyl acrylate C(C=C)(=O)OCCCCCCCCCCCCC